ClC=1C=NC=C(C1[C@@H](C)OC=1C(=C2C=NN(C2=CC1)C1OCCCC1)C1=CC=C(C(=O)OCC)C=C1)Cl ethyl 4-(5-((R)-1-(3,5-dichloropyridin-4-yl)ethoxy)-1-(tetrahydro-2H-pyran-2-yl)-1H-indazol-4-yl)benzoate